6-bromo-3-ethyl-8-fluoro-2-(1-(4-methyl-1,4-diazepan-1-yl)butyl)quinazolin-4(3H)-one BrC=1C=C2C(N(C(=NC2=C(C1)F)C(CCC)N1CCN(CCC1)C)CC)=O